CC1=C(N)C=C(C(=C1)OC1=CC(=NN1C)C)Cl 2-methyl-4-(1,3-dimethyl-1H-pyrazol-5-oxy)-5-chloroaniline